(S)-suberic acid hydroxyamide (1-phenethylcarbamoyl-2-phenyl-ethyl)-amide C(CC1=CC=CC=C1)NC(=O)[C@H](CC1=CC=CC=C1)NC(CCCCCCC(=O)NO)=O